FC(C(C1=CC=C(C=C1)F)NS(=O)(=O)C1CCOCC1)(F)F N-(2,2,2-trifluoro-1-(4-fluorophenyl)ethyl)tetrahydro-2H-pyran-4-sulfonamide